2-chloro-4-[4-(trifluoromethoxy)phenyl]furo[3,2-d]pyrimidine ClC=1N=C(C2=C(N1)C=CO2)C2=CC=C(C=C2)OC(F)(F)F